FC1=C(C(=CC=C1)C)C1CCC(CC1)C1=CC=2C(=NC=C(N2)C)N(C1=O)CC1=NC=CC=C1C(F)(F)F 7-(4-(2-fluoro-6-methylphenyl)cyclohexyl)-2-methyl-5-((3-(trifluoromethyl)pyridin-2-yl)methyl)pyrido[2,3-b]pyrazin-6(5H)-one